N-[2-[1-[2-[4-[5-[(2,6-dioxo-3-piperidyl)amino]-2-pyridyl]-1-piperidyl]-2-oxo-ethyl]-4-piperidyl]-7-isopropoxy-imidazo[1,2-a]pyridin-6-yl]-6-(trifluoromethyl)pyridine-2-carboxamide O=C1NC(CCC1NC=1C=CC(=NC1)C1CCN(CC1)C(CN1CCC(CC1)C=1N=C2N(C=C(C(=C2)OC(C)C)NC(=O)C2=NC(=CC=C2)C(F)(F)F)C1)=O)=O